ClCC(=O)N(CC1=CC=C(C=C1)F)C1=C(C(=CC=C1)OC)Cl 2-chloro-N-(2-chloro-3-methoxy-phenyl)-N-[(4-fluorophenyl)methyl]acetamide